4-((1R,5R)-2,6-diazabicyclo[3.2.0]heptan-6-yl)-7-(8-ethynyl-7-fluoronaphthalen-1-yl)-8-fluoro-3-methoxy-1,6-naphthyridine [C@@H]12NCC[C@H]2N(C1)C1=C(C=NC2=C(C(=NC=C12)C1=CC=CC2=CC=C(C(=C12)C#C)F)F)OC